C1=CC=C2C(=C1)C=CC=C2CO The molecule is a naphthylmethanol that is methanol in which one of the hydrogens of the methyl group is replaced by a naphthalen-1-yl group. It has a role as a mouse metabolite.